(R)-8-(aminomethyl)-N2-(cyclohexylmethyl)-N4-(3,3-dimethylbutan-2-yl)quinazoline-2,4-diamine NCC=1C=CC=C2C(=NC(=NC12)NCC1CCCCC1)N[C@H](C)C(C)(C)C